5-(1-methylcyclopropyl)pyridin-2-amine CC1(CC1)C=1C=CC(=NC1)N